(S)-N-(5-cyano-4-((2-(methylthio)ethyl)amino)pyridin-2-yl)-7-formyl-6-((3-methoxy-2-oxopyrrolidin-1-yl)methyl)-3,4-dihydro-1,8-naphthyridine-1(2H)-carboxamide C(#N)C=1C(=CC(=NC1)NC(=O)N1CCCC2=CC(=C(N=C12)C=O)CN1C([C@H](CC1)OC)=O)NCCSC